Methyl 2-(3-bromophenyl)-2-cyclobutylpropionate BrC=1C=C(C=CC1)C(C(=O)OC)(C)C1CCC1